2-(3-bromophenyl)-2-(5-(2-(3-fluoroazetidin-1-yl)ethyl)-2-oxo-4-(trifluoromethyl)pyridin-1(2H)-yl)acetic acid BrC=1C=C(C=CC1)C(C(=O)O)N1C(C=C(C(=C1)CCN1CC(C1)F)C(F)(F)F)=O